C(CCCCCCC)(=O)O.C(CCCCCCC)(=O)O.C(CCCCCCC)(=O)O.C(C)(=O)C(C(=O)O)C(O)(C(=O)O)CC(=O)O acetylcitric acid tricaprylate